[Si](C)(C)(C(C)(C)C)OC[C@H](C)OC=1C=NN(C1)C12CC(C1)(C2)NC(OC(C)(C)C)=O tert-butyl [3-(4-{[(2S)-1-{[tert-butyl(dimethyl)silyl]oxy}propan-2-yl]oxy}-1H-pyrazol-1-yl)bicyclo[1.1.1]pentan-1-yl]carbamate